7-(3-(9-methoxy-3,4-dihydrobenzo[4,5]imidazo[1,2-a]pyrazin-2(1H)-yl)propoxy)-3,4-dihydroquinolin-2(1H)-one COC1=CC=CC2=C1N=C1N2CCN(C1)CCCOC1=CC=C2CCC(NC2=C1)=O